(di-tert-butyl)methylphosphino(2'-amino-1,1'-biphenyl-2-yl)palladium(II) C(C)(C)(C)C(P[Pd]C1=C(C=CC=C1)C1=C(C=CC=C1)N)C(C)(C)C